methyl (2S)-4-[2-[3-[4-(cyclopropylcarbamoyl)-3-(difluoromethoxy)-5-methoxy-phenyl]imidazo[1,2-a]pyridin-7-yl]oxyethyl]morpholine-2-carboxylate C1(CC1)NC(=O)C1=C(C=C(C=C1OC)C1=CN=C2N1C=CC(=C2)OCCN2C[C@H](OCC2)C(=O)OC)OC(F)F